[Si](C)(C)(C(C)(C)C)OP(O[Si](C)(C)C(C)(C)C)O[Si](C)(C)C(C)(C)C phosphorous acid-tris-(tert-butyl-dimethylsilyl)ester